cysteineAt N[C@@H](CS)C(=O)[O-]